N-(6-bromo-1-cyclobutyl-4-fluoro-1H-indol-2-yl)-3,3-dimethylbutyramide BrC1=CC(=C2C=C(N(C2=C1)C1CCC1)NC(CC(C)(C)C)=O)F